Magnesium-scandium [Sc].[Mg]